4-(7-((2-Methoxy-5-methylpyridin-3-yl)sulfonyl)-7-azaspiro[3.5]nonan-2-yl)morpholine COC1=NC=C(C=C1S(=O)(=O)N1CCC2(CC(C2)N2CCOCC2)CC1)C